ClC=1C=C(CN2CCC(CCC2)NC2=C3C(=NC=C2C(=O)NC)NC=C3)C=CC1 4-((1-(3-Chlorobenzyl)azepan-4-yl)amino)-N-methyl-1H-pyrrolo[2,3-b]pyridine-5-carboxamide